(S)-6-(3-(5-(3-hydroxy-1-methyl-2-oxopyrrolidin-3-yl)isoxazol-3-yl)phenyl)picolinamide O[C@]1(C(N(CC1)C)=O)C1=CC(=NO1)C=1C=C(C=CC1)C1=CC=CC(=N1)C(=O)N